1,1-ferrocenedicarboxylic acid C1=C[CH]C(=C1)C(=O)O.C1=C[CH]C(=C1)C(=O)O.[Fe]